2-oxo-3,4-dihydro-1H-quinoline-3-carboxylic acid methyl ester hydrochloride Cl.COC(=O)C1C(NC2=CC=CC=C2C1)=O